3-(benzyloxy)-4-oxo-4H-pyran-2-carboxylic acid methyl ester COC(=O)C=1OC=CC(C1OCC1=CC=CC=C1)=O